NC1=C(C(N(C2=CC(=CC=C12)C(F)(F)F)C1=CC=NC=C1)=O)C(=O)OC methyl 4-amino-2-oxo-1-(pyridin-4-yl)-7-(trifluoromethyl)-1,2-dihydroquinoline-3-carboxylate